3-((6-(Aminomethyl)pyrimidin-4-yl)amino)piperidine-2,6-dione NCC1=CC(=NC=N1)NC1C(NC(CC1)=O)=O